O=S1(CCN(CC1)C(C(=O)NC1=C(C=CC=C1)/C=C/C(=O)NO)C)=O (E)-3-(2-(2-(1,1-dioxidothiomorpholino)propanamido)phenyl)-N-hydroxyacrylamide